[H-].[Na+].BrC1=C2C(=C(N=C1)Cl)N(N=C2)COCC[Si](C)(C)C 4-bromo-7-chloro-1-((2-(trimethylsilyl)ethoxy)methyl)-1H-pyrazolo[3,4-c]pyridine Sodium hydride